C(C)(C)(C)OC(=O)NCC1=CC=C(C=C1)C=1SC=C(N1)C(=O)N[C@@H](CO[Si](C)(C)C(C)(C)C)C(=O)O (2-(4-(((tert-butoxycarbonyl)amino)methyl)-phenyl)thiazole-4-carbonyl)-O-(tert-butyldimethylsilyl)-Z-serine